di(di-acryloxyacetoxy)ethylene C(C=C)(=O)OC(C(=O)OC=COC(C(OC(C=C)=O)OC(C=C)=O)=O)OC(C=C)=O